N-(4-{4-amino-3-bromopyrazolo[1,5-a]pyrazin-2-yl}phenyl)-2-methylprop-2-enamide NC=1C=2N(C=CN1)N=C(C2Br)C2=CC=C(C=C2)NC(C(=C)C)=O